FC=1C=C2C(=NNC2=CC1OCCOC)C1=CC(=NO1)C1=CC=C(C=C1)C(=O)N1CC(C1)C1=NC(=NO1)C 5-Fluoro-6-(2-methoxyethoxy)-3-(3-{4-[3-(3-methyl-1,2,4-oxadiazol-5-yl)azetidin-1-carbonyl]phenyl}-1,2-oxazol-5-yl)-1H-indazol